C1(=CC=C(C=C1)[Ir+2])C1=CC=CC=C1 (1,1'-biphenyl-4-yl)iridium (III)